NC=1C=C(OC=2C=C(OC3=C(C=C(C=C3)C)OC3=CC(=CC=C3)OC3=CC(=CC=C3)N)C=CC2)C=CC1 1,2-bis(3-(3-aminophenoxy)phenoxy)-4-methylbenzene